(2R,4R)-N-[2-[(4,4-difluorocyclohexyl)amino]-2-oxo-1-(3-pyridyl)ethyl]-N-[2-fluoro-4-(pentafluoro-λ6-sulfanyl)phenyl]-4-hydroxy-pyrrolidine-2-carboxamide FC1(CCC(CC1)NC(C(C=1C=NC=CC1)N(C(=O)[C@@H]1NC[C@@H](C1)O)C1=C(C=C(C=C1)S(F)(F)(F)(F)F)F)=O)F